N12CNCN(CNC1)C2 1,3,5,7-tetraazabicyclo[3.3.1]nonane